(16R)-12-(2,6-Dimethylphenyl)-18-(4-fluorocyclohexyl)-15-oxa-8λ6-thia-1,9,11,18,22-pentaazatetracyclo[14.4.1.13,7.110,14]tricosa-3(23),4,6,10,12,14(22)-hexaene-2,8,8-trione CC1=C(C(=CC=C1)C)C=1N=C2NS(C3=CC=CC(C(N4CCN(C[C@@H](OC(C1)=N2)C4)C4CCC(CC4)F)=O)=C3)(=O)=O